4-(2-chloro-5-fluorobenzyloxy)-3-(pyrimidin-5-ylamino)benzo[d]isoxazole ClC1=C(COC2=CC=CC3=C2C(=NO3)NC=3C=NC=NC3)C=C(C=C1)F